Octanoic acid-8,8,8-d3 C(CCCCCCC([2H])([2H])[2H])(=O)O